COC([C@H](CCC(C)C)N)=O.CN1C=C(C2=C(C=CC=C12)C)S(=O)(=O)C=1C=NC(=CC1C)N1C=NC(=C1)C 1,4-Dimethyl-3-[[4-methyl-6-(4-methylimidazol-1-yl)-3-pyridinyl]sulfonyl]indole Methyl-(2s)-2-amino-5-methyl-hexanoate